(3-(Benzyloxy)-4-methoxyphenyl)boronic acid C(C1=CC=CC=C1)OC=1C=C(C=CC1OC)B(O)O